C(C)(C)(C)[C@@H]1C(N(CC2=CC(=CC=C12)O)C(=O)[O-])C(N[C@@H]1CCCC2=CC=CC=C12)=O 4-(S)-tert-butyl-7-hydroxy-3-(((R)-1,2,3,4-tetrahydronaphthalen-1-yl) carbamoyl)-3,4-dihydroisoquinoline-2(1H)-carboxylate